ClCC1(COC1)CC 3-(chloromethyl)-3-ethyloxetane